CC1=NN(C=C1)CNC=O N-((3(s)-methyl-1H-pyrazole-1-yl)methyl)formamide